BrC1=CC(=C(OCC(CC(C)C)(C)NC(OCC2=CC=CC=C2)=O)C=C1)Cl benzyl (1-(4-bromo-2-chlorophenoxy)-2,4-dimethylpentan-2-yl)carbamate